6-((3,4-dihydro-2H-benzo[b][1,4]oxazin-6-yl)methyl)-5-methyl-2-phenyl-3-(piperidin-1-yl)pyrazolo[1,5-a]pyrimidin-7(4H)-one O1C2=C(NCC1)C=C(C=C2)CC2=C(NC=1N(C2=O)N=C(C1N1CCCCC1)C1=CC=CC=C1)C